(+/-)-3-(4-cyclopropylphenyl)-2-methyl-propanal C1(CC1)C1=CC=C(C=C1)C[C@H](C=O)C |r|